(2S)-2-[(3R)-1-tert-Butoxycarbonylpyrrolidin-3-yl]-3-[3-(dimethylsulfamoyl)phenyl]propionic acid C(C)(C)(C)OC(=O)N1C[C@H](CC1)[C@@H](C(=O)O)CC1=CC(=CC=C1)S(N(C)C)(=O)=O